C(C)OCC=1N(C2=C(C(=NC=3C=CC=C(C23)OC2COCC2)N)N1)C 2-(Ethoxymethyl)-1-methyl-9-((tetrahydrofuran-3-yl)oxy)-1H-imidazo[4,5-c]quinolin-4-amine